2,2'-azino-bis(3-ethylbenzothiazoline-6-sulphonic acid) diammonium salt [NH4+].[NH4+].N(N=C1SC2=C(N1CC)C=CC(=C2)S(=O)(=O)[O-])=C2SC1=C(N2CC)C=CC(=C1)S(=O)(=O)[O-]